Methyl (S)-2-(N-(4-(4-(N-((2,4-diaminopteridin-6-yl)methyl)formamido)benzamido)-5-methoxy-5-oxopentyl)sulfamoyl)-5-nitrobenzoate NC1=NC2=NC=C(N=C2C(=N1)N)CN(C=O)C1=CC=C(C(=O)N[C@@H](CCCNS(=O)(=O)C2=C(C(=O)OC)C=C(C=C2)[N+](=O)[O-])C(=O)OC)C=C1